(6-fluoro-8-(2-(2,2,2-trifluoroethoxy)phenyl)imidazo[1,2-a]pyridin-2-yl)(tetrahydro-2H-pyran-4-yl)methanol FC=1C=C(C=2N(C1)C=C(N2)C(O)C2CCOCC2)C2=C(C=CC=C2)OCC(F)(F)F